NC1(CC(N(CC1)C(=O)OC(C)(C)C)C)CO tert-butyl 4-amino-4-(hydroxymethyl)-2-methylpiperidine-1-carboxylate